FC(C(C(C(F)(F)F)(F)F)(F)F)(S(=O)(=O)O)F.FC(C(C(C(F)(F)F)(F)F)(F)F)(S(=O)(=O)O)F.C1(O)=CC=C(O)C=C1 hydroquinone bis(perfluorobutanesulfonate)